3-isopropyl-4-methylmorpholine-2,6-dione C(C)(C)C1N(CC(OC1=O)=O)C